3-(2-ethylphenoxymethyl)-1H-1,2,4-triazol-5(4H)-one C(C)C1=C(OCC2=NNC(N2)=O)C=CC=C1